NC=1C=C(C=CC1)NC1=NC(=NC=C1CN(C(C)=O)CC1=CC=CC=C1)NC=1C=NN(C1)C N-((4-((3-aminophenyl)amino)-2-((1-methyl-1H-pyrazol-4-yl)amino)pyrimidin-5-yl)methyl)-N-benzylacetamide